((S)-3-(4-chloro-3-fluorophenoxy)-1-((R)-3-methoxy-2-(pyrazine-2-carboxamido)propanamido)propyl)boronic acid ClC1=C(C=C(OCC[C@@H](NC([C@@H](COC)NC(=O)C2=NC=CN=C2)=O)B(O)O)C=C1)F